CC1=NC2=C(C=C(C=C2C=C1C)F)F 2,3-dimethyl-6,8-difluoroquinolin